3'-methylacetophenone CC=1C=C(C=CC1)C(C)=O